C(C)N[C@@H]1CN(CC1)C1=CC=C2C(=N1)SC(=C2)C(=O)NC=2C=C(C=1N(C2)C=C(N1)C)F 6-[(3S)-3-(ethylamino)pyrrolidin-1-yl]-N-(8-fluoro-2-methyl-imidazo[1,2-a]pyridin-6-yl)thieno[2,3-b]pyridine-2-carboxamide